(R)-7-((1s,4S)-4-(1-methyl-3-(trifluoromethyl)-1H-pyrazol-5-yl)cyclohexyl)-2-thia-7-azaspiro[4.4]nonane 2,2-dioxide CN1N=C(C=C1C1CCC(CC1)N1C[C@]2(CCS(C2)(=O)=O)CC1)C(F)(F)F